C(C)(C)(C)OC(=O)N1CCN(CC(C1)F)C=1N=C(NC(C1Cl)=O)C1=CC(=NC=C1)F 4-[5-chloro-2-(2-fluoro-4-pyridyl)-6-oxo-1H-pyrimidin-4-yl]-6-fluoro-1,4-diazepan-1-carboxylic acid tert-butyl ester